ClC=1C=C(C=CC1F)NC(N([C@@H]1CCC=2NC(C=3C=CC=CC3C21)=O)CC(C)C)=O (R)-3-(3-chloro-4-fluorophenyl)-1-isobutyl-1-(5-oxo-2,3,4,5-tetrahydro-1H-cyclopenta[c]isoquinolin-1-yl)urea